FC=1C=CC2=C(C3NC(N(C(O2)(C3)C)C=3C=C(C(=O)O)C=CC3)=O)C1 3-(8-fluoro-2-methyl-4-oxo-5,6-dihydro-2H-2,6-methanobenzo[g][1,3,5]oxadiazocine-3(4H)-yl)benzoic acid